((1R,3R,4R)-4-bromo-3-hydroxy-cyclohexyl)tert-butyloxycarbonylamide Br[C@H]1[C@@H](C[C@@H](CC1)[N-]C(=O)OC(C)(C)C)O